(5RS,7RS)-2-[(5-Chloro-3-fluoropyridin-2-yl)methyl]-5-{[(3S)-3-fluoropyrrolidin-1-yl]carbonyl}-7-(trifluoromethyl)-5,6,7,8-tetrahydro[1,2,4]triazolo[4,3-a]pyridin-3(2H)-one ClC=1C=C(C(=NC1)CN1N=C2N([C@H](C[C@H](C2)C(F)(F)F)C(=O)N2C[C@H](CC2)F)C1=O)F |&1:12,14|